CC=1N(C=CN1)C1=CC(=CC(=C1)N1C(=NC=C1)C)N1C(=NC=C1)C 1,3,5-tris(2-methyl-1H-imidazolyl)benzene